5-[[2-[(2S,5R)-2-cyclohexyl-5-methyl-1-piperidyl]-2-oxo-acetyl]amino]-2-methoxy-pyridine-3-carboxamide C1(CCCCC1)[C@H]1N(C[C@@H](CC1)C)C(C(=O)NC=1C=C(C(=NC1)OC)C(=O)N)=O